C(C)(C)(C)OC(=O)N1CCC(CC1)C(C)(S(=O)(=O)C=1C=NC(=CC1)OC)F 4-[1-fluoro-1-(6-methoxypyridine-3-sulfonyl)ethyl]piperidine-1-carboxylic acid tert-butyl ester